CC(C)(C)OC(NCC1=CC(=CC=C1)N1N=C(C=C1C=1OC=CC1)C(F)(F)F)=O N-[[3-[5-(2-furyl)-3-(trifluoromethyl)-1H-pyrazol-1-yl]phenyl]methyl]carbamic acid-1,1-dimethylethyl ester